N1=CC=C2N1CCCN2S(=O)(=O)C=2C=CC(=C(C2)C2=CN=C1C(=NC=NN12)N)C 7-(5-((6,7-dihydropyrazolo[1,5-a]pyrimidin-4(5H)-yl)sulfonyl)-2-methylphenyl)imidazo[2,1-f][1,2,4]triazin-4-amine